(6R,8aS)-6-[8-amino-5-chloro-1-(4-{(1R)-1-[3-(1,1-difluoroethyl)phenyl]-1-hydroxyethyl}phenyl)imidazo[1,5-a]pyrazin-3-yl]hexahydroindolizin-3(2H)-one NC=1C=2N(C(=CN1)Cl)C(=NC2C2=CC=C(C=C2)[C@@](C)(O)C2=CC(=CC=C2)C(C)(F)F)[C@H]2CN1C(CC[C@@H]1CC2)=O